1,3,5-triazine-2,4,6-triol N1=C(N=C(N=C1O)O)O